3,4,5-tris(trimethylsilyloxy)benzoic acid C[Si](OC=1C=C(C(=O)O)C=C(C1O[Si](C)(C)C)O[Si](C)(C)C)(C)C